CN(C(C(=O)OC)C=1C=CC=C2CCO[C@H](C12)C)[C@@H]1C[C@H](CC1)OCCCCC1=NC=2NCCCC2C=C1 Methyl 2-(methyl((1S,3S)-3-(4-(5,6,7,8-tetrahydro-1,8-naphthyridin-2-yl)butoxy)cyclopentyl)amino)-2-((S)-1-methylisochroman-8-yl)acetate